N-[4-fluoro-5-[1-(5-fluoropyrimidin-2-yl)-3,6-dihydro-2H-pyridin-5-yl]-2-[rac-(3R,5S)-3,4,5-trimethylpiperazin-1-yl]phenyl]-6-oxo-4-(trifluoromethyl)-1H-pyridine-3-carboxamide FC1=CC(=C(C=C1C1=CCCN(C1)C1=NC=C(C=N1)F)NC(=O)C1=CNC(C=C1C(F)(F)F)=O)N1C[C@H](N([C@H](C1)C)C)C |r|